C(C)(C)(C)N1N=C(C2=C1C=NN(C2=O)CC(=O)N[C@@H](C)C2=CC=C(C=C2)C(F)(F)F)C (S)-2-(1-(tert-Butyl)-3-methyl-4-oxo-1,4-dihydro-5H-pyrazolo[3,4-d]pyridazin-5-yl)-N-(1-(4-(trifluoromethyl)phenyl)ethyl)acetamid